tert-Butyl (5-chloro-2-(1-(tetrahydro-2H-pyran-2-yl)-1H-indazole-4-carbonyl)pyridin-3-yl)carbamate ClC=1C=C(C(=NC1)C(=O)C=1C=2C=NN(C2C=CC1)C1OCCCC1)NC(OC(C)(C)C)=O